C(C)(C)(C)OC([C@@H](NC(=O)OC(C)(C)C)CC1=CC=C(C=C1)O)=O N-(t-butoxycarbonyl)-L-tyrosine t-butyl ester